C(C)(=O)C1=C(C=C(C=C1)Cl)C1=CC(N(C=C1OC)[C@H](C(=O)NC1=CC=C(C(=O)O)C=C1)CC1CCC1)=O (S)-4-(2-(4-(2-acetyl-5-chlorophenyl)-5-methoxy-2-oxopyridin-1(2H)-yl)-3-cyclobutylpropionylamino)benzoic acid